C(N)(OC1=CC=C(C=C1)CN1CCN(CC1)CC)=O (4-(4-ethylpiperazin-1-yl) methylphenyl) carbamate